NC=1C=C2C(CC(C2=CC1)=O)(C)C 5-amino-3,3-dimethyl-2,3-dihydro-1H-inden-1-one